8-fluoronaphthalen-1-amine FC=1C=CC=C2C=CC=C(C12)N